(2S)-1-(2-(3,8-diazabicyclo[3.2.1]octan-8-yl)-6,7-dihydrothiazolo[5,4-c]pyridin-5(4H)-yl)-2-cyclopentyl-2-hydroxyethan-1-one C12CNCC(CC1)N2C=2SC=1CN(CCC1N2)C([C@@H](O)C2CCCC2)=O